ClCCCC1=CNC2=CC=C(C=C12)C#N 3-(3-chloropropyl)-1H-indole-5-carbonitrile